C(CCC)OC(=O)C1=C(OP(=O)(OC2=C(C=CC=C2)C(=O)OCCCC)CC(C(=O)OC)CCC(=O)OC)C=CC=C1 Dimethyl 2-({bis[2-(butoxycarbonyl)phenoxy]phosphoryl}methyl)pentanedioate